FC=1C(=C(C=CC1F)C1COC(C1)(CC(F)(F)F)C)OC 3-(3,4-difluoro-2-methoxy-phenyl)-5-methyl-5-(2,2,2-trifluoroethyl)tetrahydrofuran